2-bromo-2',4'-dichloroacetophenone BrCC(=O)C1=C(C=C(C=C1)Cl)Cl